COC(=O)C12C(CC(CC1)(CC2)C(=O)OC(C)(C)C)=O 2-Oxobicyclo[2.2.2]octane-1,4-dicarboxylic acid 4-tert-butyl 1-methyl ester